C(C)(C)(C)OC(NC1=NC(=C(C=C1)C=1C(=NN(C1C)COCC[Si](C)(C)C)C)C(F)F)=O.COC=1C=CC=CC1OC 3,4-dimethoxybenzene tert-butyl-N-[6-(difluoromethyl)-5-[3,5-dimethyl-1-(2-trimethylsilylethoxymethyl)pyrazol-4-yl]-2-pyridyl]carbamate